6,7-dimethyl-1-phenyl-1,2,3,4-tetrahydroisoquinoline CC=1C=C2CCNC(C2=CC1C)C1=CC=CC=C1